5,5'-(disulfanediylbis(methylene))bis(N,N,1-trimethyl-1H-pyrazole-3-carboxamide) S(SCC1=CC(=NN1C)C(=O)N(C)C)CC1=CC(=NN1C)C(=O)N(C)C